(5R,8S)-7-(N-methyl-N-((2,2,2-trifluoroacetyl)-L-alanyl)-L-leucyl)-10-oxo-7,11-diazadispiro[2.1.45.23]undecane-8-carboxamide CN([C@@H](CC(C)C)C(=O)N1C[C@]2(CC3(CC3)NC2=O)C[C@H]1C(=O)N)C([C@@H](NC(C(F)(F)F)=O)C)=O